tert-butyl N-((1r,4r)-4-aminocyclohexyl)carbamate NC1CCC(CC1)NC(OC(C)(C)C)=O